C(C)(C)(C)C=1C(=C(C=C(C1)OC(CC)=O)C)O.FC=1C=C(CN2CC3(CN(C3)C3=CC=C(C=N3)C3=C4C=NC=NC4=CC(=C3)C=3C=NN(C3)C)C2)C=CC1 5-(6-(6-(3-fluorobenzyl)-2,6-diazaspiro[3.3]heptan-2-yl)pyridin-3-yl)-7-(1-methyl-1H-pyrazol-4-yl)quinazoline (5-tert-butyl-4-hydroxy-3-methylphenyl)propanoate